2,3-dichloro-4-((6-nitro-pyridin-3-yl)oxy)pyridine ClC1=NC=CC(=C1Cl)OC=1C=NC(=CC1)[N+](=O)[O-]